N-(4,4-dimethylpentyl)-2-(2-oxo-2,3-dihydro-1H-pyrido[2,3-b][1,4]thiazin-3-yl)acetamide CC(CCCNC(CC1C(NC2=C(S1)N=CC=C2)=O)=O)(C)C